aminopyrazole-4-carboxamide hemisulfate S(=O)(=O)(O)O.NC1=NNC=C1C(=O)N.NC1=NNC=C1C(=O)N